5-[4-((6-azidohexyl)oxy)phenyl]-5-(methylsulfonyl)-1,3,4-oxadiazole N(=[N+]=[N-])CCCCCCOC1=CC=C(C=C1)C1(N=NCO1)S(=O)(=O)C